CN(CC[C@H](CSC1=CC=CC=C1)NC1=C(C=C(C=C1)S(=O)(=O)NC(C1=CC=CC=C1)=O)[N+](=O)[O-])C N-[4-[[(2R)-4-(dimethylamino)-1-phenylsulfanylbut-2-yl]amino]-3-nitrophenyl]sulfonyl-benzamide